C[C@H]1NC(C2=C(C=3C=4C=CC(=NC4C=CC3S2)C2=CC(=CC=C2)N2CCNCC2)NC1)=O (R)-10-methyl-3-(3-(piperazin-1-yl)phenyl)-9,10,11,12-tetrahydro-8H-[1,4]diazepino[5',6':4,5]thieno[3,2-f]quinolin-8-one